Cl.FC(C=1SC(=CN1)N1C(C2(CC1)CCNCC2)=O)(F)F 2-(2-(trifluoromethyl)thiazol-5-yl)-2,8-diazaspiro[4.5]decan-1-one hydrochloride